6-((4-(5-(2,5-dihydro-1H-pyrrol-1-yl)pyridin-3-yl)-1H-1,2,3-triazol-1-yl)methyl)-2-((4,4-dimethylpiperidin-1-yl)methyl)-1H-indole N1(CC=CC1)C=1C=C(C=NC1)C=1N=NN(C1)CC1=CC=C2C=C(NC2=C1)CN1CCC(CC1)(C)C